tris(p-tert-pentylphenyl) phosphite P(OC1=CC=C(C=C1)C(C)(C)CC)(OC1=CC=C(C=C1)C(C)(C)CC)OC1=CC=C(C=C1)C(C)(C)CC